N-(4,6-dimethylpyridin-2-yl)azetidine-3-carboxamide trifluoroacetate FC(C(=O)O)(F)F.CC1=CC(=NC(=C1)C)NC(=O)C1CNC1